CC=1C(=NN(C1)C1CC(C1)O)C(F)(F)F (1s,3s)-3-(4-methyl-3-(trifluoromethyl)-1H-pyrazol-1-yl)cyclobutanol